C[Si](OC)(OC)C Di-methyldimethoxysilan